trans-1-(7,8-dihydrobenzofuro[4,5-d]thiazol-2-yl)-4-(methoxymethyl)-5-(prop-1-yn-1-yl)imidazolidin-2-one N1=C(SC2=C1C=1CCOC1C=C2)N2C(N[C@H]([C@@H]2C#CC)COC)=O